C=CC=CC=CCCCCC undeca-1,3,5-triene